(2-hydroxy-4-methoxyphenyl)-phenyl-methanone OC1=C(C=CC(=C1)OC)C(=O)C1=CC=CC=C1